2,6,8-trimethyl-4-nonylphenoxy ether CC1=C(OOOC2=C(C=C(C=C2C)CCCCCCCC(C)C)C)C(=CC(=C1)CCCCCCCC(C)C)C